O=C1NOC2=C(C=C1)C=CC=C2 oxo-benzooxazepine